bis(ethoxymethyl)-1,1'-biphenyl C(C)OCC1=CC=C(C=C1)C1=CC=C(C=C1)COCC